5-Cyclopropyl-2-(4-cyclopropyl-6-methoxypyrimidin-5-yl)-8-((2-(trifluoromethyl)-6,7-dihydro-5H-Benzo[c]imidazo[1,2-a]azepine-9-yl)methyl)-7,8-dihydropteridine-6(5H)-one C1(CC1)N1C=2C=NC(=NC2N(CC1=O)CC1=CC2=C(C=3N(CCC2)C=C(N3)C(F)(F)F)C=C1)C=1C(=NC=NC1OC)C1CC1